C(C)(=O)N1CCC(CC1)N1CC(C1)N1N=C(C(=C1)NC(=O)C1=NC(=CC=C1)C=1C=NN(C1)C1(CC1)C#N)C(F)F N-(1-(1-(1-acetylpiperidin-4-yl)azetidin-3-yl)-3-(difluoromethyl)-1H-pyrazol-4-yl)-6-(1-(1-cyanocyclopropyl)-1H-pyrazol-4-yl)-2-pyridineamide